C(C)(C)(C)OC(=O)N1N=C(C(=C1)C(=O)OC(C)(C)C)C 3-methyl-1H-pyrazole-1,4-dicarboxylic acid di-tert-butyl ester